O[C@H]1[C@@H](CN(CC1)C(=O)C1=CN=C(S1)C1=C(C(=C(C(=C1)F)F)O)F)C ((3R,4R)-4-Hydroxy-3-methylpiperidin-1-yl)(2-(2,4,5-trifluoro-3-hydroxyphenyl)thiazol-5-yl)methanone